di-tert-butyl-(p-dimethylaminophenyl)phosphine dichloride [Cl-].[Cl-].C(C)(C)(C)P(C1=CC=C(C=C1)N(C)C)C(C)(C)C